tosyl-2,2,2-trifluoroethanol S(=O)(=O)(C1=CC=C(C)C=C1)C(C(F)(F)F)O